5-(4-phenoxyphenyl)pyrimidin O(C1=CC=CC=C1)C1=CC=C(C=C1)C=1C=NC=NC1